OC\C=C/C (Z)-4-hydroxy-2-butene